C1(CC1)C=1C(NC2=C(C(=CC(=C2N1)C#CC)CO)F)=O 3-cyclopropyl-8-fluoro-7-(hydroxymethyl)-5-(prop-1-yn-1-yl)quinoxalin-2(1H)-one